BrC1=CC=C(N1CC)C(C)=O 1-(5-bromo-1-ethyl-1H-pyrrol-2-yl)ethan-1-one